3-(2,6-dichlorophenyl)-1-methyl-7-(methylsulfinyl)-2,3-dihydropyrimido[4,5-d]pyrimidin-4(1H)-one ClC1=C(C(=CC=C1)Cl)N1CN(C2=NC(=NC=C2C1=O)S(=O)C)C